N,N,N-trimethylpentan-1-aminium CCCCC[N+](C)(C)C